5-((4-(2-(4-bromophenoxy)ethyl)piperazin-1-yl)sulfonyl)indoline-2,3-dione BrC1=CC=C(OCCN2CCN(CC2)S(=O)(=O)C=2C=C3C(C(NC3=CC2)=O)=O)C=C1